(E)-3-[(4S)-4-[2-[5-[(6,7-difluoro-4-methylsulfonyl-1H-indol-5-yl)oxy]-2-fluoro-phenyl]-1H-imidazol-4-yl]-4-methyl-chroman-8-yl]prop-2-enoic acid FC1=C(C(=C2C=CNC2=C1F)S(=O)(=O)C)OC=1C=CC(=C(C1)C=1NC=C(N1)[C@]1(CCOC2=C(C=CC=C12)/C=C/C(=O)O)C)F